5-(4-((1-(4-(4-chloro-1-(4-hydroxyphenyl)-2-phenylbut-1-en-1-yl)phenyl)piperidin-4-yl)methyl)piperazin-1-yl-2,2,3,3,5,5,6,6-d8)-2-(2,6-dioxopiperidin-3-yl)isoindoline-1,3-dione ClCCC(=C(C1=CC=C(C=C1)O)C1=CC=C(C=C1)N1CCC(CC1)CN1C(C(N(C(C1([2H])[2H])([2H])[2H])C=1C=C2C(N(C(C2=CC1)=O)C1C(NC(CC1)=O)=O)=O)([2H])[2H])([2H])[2H])C1=CC=CC=C1